4-(5,6,7,8,9,10-hexahydrocyclohepta[b]indole-2-sulfonamido)benzoic acid C1=C2C3=C(NC2=CC=C1S(=O)(=O)NC1=CC=C(C(=O)O)C=C1)CCCCC3